C12OCCC(NC2CC1)=O 2-oxa-6-azabicyclo[5.2.0]nonan-5-one